(R)-3-methyl-4-(6-methyl-7-(1-methyl-1H-pyrazol-5-yl)-2-(1H-pyrrolo[2,3-b]pyridin-4-yl)thieno[3,2-d]pyrimidin-4-yl)morpholine C[C@H]1N(CCOC1)C=1C2=C(N=C(N1)C1=C3C(=NC=C1)NC=C3)C(=C(S2)C)C2=CC=NN2C